(1R,3S,4R)-N-[(1S)-1-cyano-2-[(3R)-2-oxo-3-piperidyl]ethyl]-2-[(2S)-3,3-dimethyl-2-[(2,2,2-trifluoroacetyl)amino]butanoyl]-5,5-difluoro-2-azabicyclo[2.2.2]octane-3-carboxamide C(#N)[C@H](C[C@@H]1C(NCCC1)=O)NC(=O)[C@H]1N([C@H]2CC([C@@H]1CC2)(F)F)C([C@H](C(C)(C)C)NC(C(F)(F)F)=O)=O